6-bromo-8-methoxy-2-methylimidazo[1,2-a]pyrazine-3-carboxylic acid BrC=1N=C(C=2N(C1)C(=C(N2)C)C(=O)O)OC